[(1R)-1-[([[7-(2-cyano-2-[2-methyl-2-[(2S)-2-methylmorpholin-4-yl]propylidene]acetyl)-7-azabicyclo[2.2.1]heptan-1-yl]methoxy]carbonyl)amino]-2-phenylethyl]boronic acid C(#N)C(C(=O)N1C2(CCC1CC2)COC(=O)N[C@@H](CC2=CC=CC=C2)B(O)O)=CC(C)(N2C[C@@H](OCC2)C)C